4-[2-(allylamino)-2-oxo-acetyl]-N-(2-bromo-3-fluoro-4-pyridyl)-1,3,5-trimethyl-pyrrole-2-carboxamide C(C=C)NC(C(=O)C=1C(=C(N(C1C)C)C(=O)NC1=C(C(=NC=C1)Br)F)C)=O